COC1=CC=C(CN(C2=CC(=CC(=N2)C2=C(C=C3C(=NC(=NC3=C2F)F)N2C[C@H]3CC[C@@H](C2)N3C(=O)OC(C)(C)C)C(F)(F)F)C)CC3=CC=C(C=C3)OC)C=C1 tert-butyl (1R,5S)-3-(7-(6-(bis(4-methoxybenzyl)amino)-4-methylpyridin-2-yl)-2,8-difluoro-6-(trifluoromethyl)quinazolin-4-yl)-3,8-diazabicyclo[3.2.1]octane-8-carboxylate